N-[2-amino-5-(2-pyridyl)phenyl]-4-(methylsulfonimidoyl)benzamide NC1=C(C=C(C=C1)C1=NC=CC=C1)NC(C1=CC=C(C=C1)S(=O)(=N)C)=O